N-methyl-1-(3,4-methylenedioxyphenyl)propan-2-amine CNC(CC1=CC2=C(C=C1)OCO2)C